FC1=CC=C(C=C1)C1=C(N(C=N1)C(C)C)C=1NC=C(N1)C(=O)NC1=CC=C(C=C1)CCC(=O)O 3-(4-(5'-(4-fluorophenyl)-3'-isopropyl-1H,3'H-[2,4'-biimidazole]-4-carboxamido)phenyl)propanoic acid